ClC=1C=CC(=C(C1)C1=CC(N(C=C1OC)C(C(=O)O)F)=O)N1N=NC(=C1)C(F)(F)F 2-(4-(5-chloro-2-(4-(trifluoromethyl)-1H-1,2,3-triazol-1-yl)phenyl)-5-methoxy-2-oxopyridin-1(2H)-yl)-2-fluoroacetic acid